4-(2-(2-(difluoromethoxy)phenyl)-7-oxo-4,7-dihydropyrazolo[1,5-a]pyrimidin-5-yl)benzonitrile FC(OC1=C(C=CC=C1)C1=NN2C(NC(=CC2=O)C2=CC=C(C#N)C=C2)=C1)F